Cl.F[C@@H]1[C@@H](C(CNC1)(C)C)O cis-5-fluoro-3,3-dimethylpiperidin-4-ol hydrochloride